1-methyl-4-(1-methylazetidin-3-yl)piperazine CN1CCN(CC1)C1CN(C1)C